(1S,2R)-7-(ethylsulfonyl)-2-((S)-5H-imidazo[5,1-a]isoindol-5-yl)-7-azaspiro[3.5]nonan-1-ol C(C)S(=O)(=O)N1CCC2(C[C@@H]([C@@H]2O)[C@@H]2N3C(C4=CC=CC=C24)=CN=C3)CC1